C(C)OC1(C(N(C2=CC=3C(=NN=C(C3C=C21)C)N[C@H](C)C2=CC(=CC=C2)C(CO)(F)F)C)=O)C 3-ethoxy-1,3,5-trimethyl-8-[[(1R)-1-[3-(1,1-difluoro-2-hydroxy-ethyl)phenyl]ethyl]amino]pyrrolo[2,3-g]phthalazin-2-one